(1R,3S)-3-(1-(tert-butyl)-5-((3-methoxy-1,2,4-triazin-5-yl)amino)-1H-pyrazol-3-yl)cyclopentyl(1-methylcyclopropyl)carbamate C(C)(C)(C)N1N=C(C=C1NC=1N=C(N=NC1)OC)[C@@H]1C[C@@H](CC1)N(C([O-])=O)C1(CC1)C